5-(1-hydroxyethyl)pyrimidin-4-ol OC(C)C=1C(=NC=NC1)O